2',4',6'-trihydroxy-3'-prenyldihydrochalcone CC(=CCC1=C(C(=C(C=C1O)O)C(=O)CCC2=CC=CC=C2)O)C